t-butyl 3-methylenepyrrolidin-1-carboxylate C=C1CN(CC1)C(=O)OC(C)(C)C